FC1=C(C=C(C(=C1)O)[N+](=O)[O-])C1=C(C(=C(C(=C1F)F)F)F)F 2,2',3',4',5',6'-hexafluoro-5-nitro-[1,1'-biphenyl]-4-ol